[Dy].[Ag].[Nd].[Mg].C1(CC1)CC(C)OC1=C(C(=O)NC(CC)CC)C=C(C(=C1)N1N=C(N(C1=O)C)CC)F 2-[(1-Cyclopropylprop-2-yl)oxy]-4-(3-ethyl-4-methyl-5-oxo-4,5-dihydro-1H-1,2,4-triazol-1-yl)-5-fluoro-N-(pent-3-yl)benzamide magnesium-neodymium-silver-dysprosium